4-(5-(1-cyclopropyl-1H-pyrazol-4-yl)benzo[d]oxazol-2-yl)picolinic acid C1(CC1)N1N=CC(=C1)C=1C=CC2=C(N=C(O2)C2=CC(=NC=C2)C(=O)O)C1